ClC=1C(=NN2C1CN(CCC2)S(=O)(=O)C2=C(C=CC=C2)[N+](=O)[O-])C#N 3-chloro-5-(2-nitrophenyl)sulfonyl-4,6,7,8-tetrahydropyrazolo[1,5-a][1,4]diazepine-2-carbonitrile